BrC1=CC=C(CNC2=CC3=C(C(=CC(O3)=O)C(F)(F)F)C=C2)C=C1 7-((4-bromobenzyl)amino)-4-trifluoromethyl-2H-1-benzopyran-2-one